C1(=CC=CC=C1)C1=NC(=NC(=N1)C1=CC=CC=C1)C1=C(C=C(C(=C1N1C2=CC=CC=C2C=2C=CC(=CC12)C1=NC(=CC=C1)C1=CC=CC=C1)C1=NC(=NC(=N1)C1=CC=CC=C1)C1=CC=CC=C1)N1C2=CC=CC=C2C=2C=C(C=CC12)C)N1C2=CC=CC=C2C=2C=C(C=CC12)C 9,9'-(4,6-bis(4,6-diphenyl-1,3,5-triazin-2-yl)-5-(2-(6-phenylpyridin-2-yl)-9H-carbazol-9-yl)-1,3-phenylene)bis(3-methyl-9H-carbazole)